(S)-2-((4-((2-hydroxy-1-phenylethyl)amino)-5-(3-methyl-1,2,4-oxadiazol-5-yl)pyridin-2-yl)amino)-7,7-dimethyl-6,7-dihydro-5H-pyrrolo[3,4-b]pyridin-5-one OC[C@H](C1=CC=CC=C1)NC1=CC(=NC=C1C1=NC(=NO1)C)NC1=CC=C2C(=N1)C(NC2=O)(C)C